4-(propan-2-yl)-1,3-thiazol-5-amine CC(C)C=1N=CSC1N